FC=1C=C(C=C(C1NCC1=C(CSC1)C(=O)O)F)C1=CC(=CC=C1)OC([2H])([2H])[2H] 4-((3,5-difluoro-3'-(methoxy-d3)-[1,1'-biphenyl]-4-yl)aminomethyl)-2,5-dihydrothiophene-3-carboxylic acid